CN1N=C(C=C1)C1=CC2=C(C=C1)COC1=C2N=C(N=C1NC1=CC=NC=C1)N1CCOCC1 9-(1-methyl-1H-pyrazol-3-yl)-2-morpholino-N-(pyridin-4-yl)-6H-isochromeno[4,3-d]pyrimidin-4-amine